O=C1NC=CC=C1C(=O)OC methyl 2-oxo-1,2-dihydro-3-pyridinecarboxylate